N-(3-(2-methyl-2H-indazol-5-yl)-1H-pyrrolo[2,3-b]pyridin-5-yl)-2-(piperazin-1-yl)isonicotinamide CN1N=C2C=CC(=CC2=C1)C1=CNC2=NC=C(C=C21)NC(C2=CC(=NC=C2)N2CCNCC2)=O